methyl 3-[2-[1-[(2,4-dimethoxyphenyl)methylamino]isoquinolin-5-yl]ethynyl]bicyclo[1.1.1]pentane-1-carboxylate COC1=C(C=CC(=C1)OC)CNC1=NC=CC2=C(C=CC=C12)C#CC12CC(C1)(C2)C(=O)OC